(R)-3-chloro-N-(5-((4-((5-chloro-4-fluoro-2-(2-hydroxypropan-2-yl)phenyl)amino)pyrimidin-2-yl)amino)-2-(3-(dimethylamino)pyrrolidin-1-yl)-4-methoxyphenyl)propanamide ClCCC(=O)NC1=C(C=C(C(=C1)NC1=NC=CC(=N1)NC1=C(C=C(C(=C1)Cl)F)C(C)(C)O)OC)N1C[C@@H](CC1)N(C)C